NC=1C2=C(N=C(N1)C)N(C=C2C2=C(C=C(C=C2)NC([C@H](O)C2=CC(=CC=C2)F)=O)OC(F)(F)F)C (R)-N-(4-(4-amino-2,7-dimethyl-7H-pyrrolo[2,3-d]pyrimidin-5-yl)-3-(trifluoromethoxy)phenyl)-2-(3-fluorophenyl)-2-hydroxyacetamide